N1(CCC2(CC1)CNC1=CC=CC=C12)C(=O)N spiro[indoline-3,4'-piperidine]-1'-carboxamide